10-methylphenanthroline CN1CC=CC2=CC=C3C=CC=NC3=C12